(S)-3-((6-(2-(4-(4-chlorophenyl)-2,3,9-trimethyl-6H-thieno[3,2-f][1,2,4]triazolo[4,3-a][1,4]diazepin-6-yl)acetamido)hexyl)amino)-N-(4,5-dimethylthiazol-2-yl)-2-methylbenzamide ClC1=CC=C(C=C1)C1=N[C@H](C=2N(C3=C1C(=C(S3)C)C)C(=NN2)C)CC(=O)NCCCCCCNC=2C(=C(C(=O)NC=3SC(=C(N3)C)C)C=CC2)C